C(=O)(C(C(C(C(C(C(C(C(F)(F)F)(F)F)(F)F)(F)F)(F)F)(F)F)(F)F)(F)F)O The molecule is a fluoroalkanoic acid that is nonanoic acid in which all of the hydrogens in the alkyl chain are replaced by fluorines. It has a role as a persistent organic pollutant, a xenobiotic and a surfactant. It derives from a nonanoic acid.